N[C@@H](C)C(=O)CC(C(=O)[O-])=O alanyl-pyruvate